C(CCCCCC)(=O)OCCOCCOCCOCCO Tetraethylene glycol heptanoate